FC1=CC=C(CC2N(CC23CCN(CC3)C)C(=O)NCC3=CC=C(C=C3)OCC(C)C)C=C1 (4-Fluorobenzyl)-N-(4-isobutoxybenzyl)-7-methyl-2,7-diazaspiro[3.5]nonane-2-carboxamide